2-ethynylquinolin C(#C)C1=NC2=CC=CC=C2C=C1